C1(=CC(=CC=C1)CNC(=O)C=1SC=CC1)C1=CC=CC=C1 N-([1,1'-biphenyl]-3-ylmethyl)thiophene-2-carboxamide